5-bromo-1H-indol-3-amine hydrogen chloride Cl.BrC=1C=C2C(=CNC2=CC1)N